COC1=C2C=CC(=NC2=CC=C1)CC(=O)N 5-methoxy-2-quinolineacetamide